[Cl-].CO[Si](CCC[N+](CCCCCCCCCCCCCCCCCC)(C)C)(OC)OC 3-(trimethoxysilyl)-propyldimethyloctadecyl-ammonium chloride